2-fluoro-6-(3-methoxyfurfurylamino)-9-(tetrahydro-2H-pyran-2-yl)-9H-purine FC1=NC(=C2N=CN(C2=N1)C1OCCCC1)NCC1=C(C=CO1)OC